6-((2-methoxy-4-(4-(4-methylpiperazin-1-yl)piperidin-1-yl)phenyl)amino)-2,4,9-trimethyl-4,9-dihydro-10H-pyrimido[5,4-b]thiazolo[5,4-e][1,4]diazepin-10-one COC1=C(C=CC(=C1)N1CCC(CC1)N1CCN(CC1)C)NC=1N=CC=2N(C(C3=C(N(C2N1)C)SC(=N3)C)=O)C